C(C)C1(CCC1)C(=O)NCC1=CN=C(N=N1)SC 1-ethyl-N-{[3-(methylsulfanyl)-1,2,4-triazin-6-yl]methyl}cyclobutane-1-carboxamide